tert-butyl (4R,7S)-2-[7-[3-(2-methoxyethoxy)-2-pyridyl]-4-(trifluoromethylsulfonyloxy)thieno[3,2-c]pyridin-6-yl]-4,7-dimethyl-6,7-dihydro-4H-pyrazolo[1,5-a]pyrazine-5-carboxylate COCCOC=1C(=NC=CC1)C=1C2=C(C(=NC1C1=NN3C([C@H](N(C[C@@H]3C)C(=O)OC(C)(C)C)C)=C1)OS(=O)(=O)C(F)(F)F)C=CS2